ClC1=NC2=CC(=C(C=C2C(=C1)C(C)C)N1N=CN(C1=O)CC)F 1-(2-chloro-7-fluoro-4-isopropylquinolin-6-yl)-4-ethyl-1H-1,2,4-triazol-5(4H)-one